N1(CCC1)C1=C(C#N)C=C(C=N1)C1=NNC2=CC(=C(C=C12)O[C@H](C)C1=C(N=NC=C1Cl)Cl)OC (R)-2-(azetidin-1-yl)-5-(5-(1-(3,5-dichloropyridazin-4-yl)ethoxy)-6-methoxy-1H-indazol-3-yl)nicotinonitrile